(2E,4E,7Z)-2,6,10-Trimethylundeca-2,4,7,9-tetraenal C/C(/C=O)=C\C=C\C(\C=C/C=C(C)C)C